N(=[N+]=[N-])[C@]1([C@H]([C@H]([C@@H](O1)N1C(=O)N=C(N)C=C1)F)O)CO 4'-C-Azido-2'-deoxy-2'-fluorocytidine